Tri(n-butyl)ammonium tetrakis(perfluoronaphthalen-2-yl)borate FC1=C(C(=C(C2=C(C(=C(C(=C12)F)F)F)F)F)F)[B-](C1=C(C2=C(C(=C(C(=C2C(=C1F)F)F)F)F)F)F)(C1=C(C2=C(C(=C(C(=C2C(=C1F)F)F)F)F)F)F)C1=C(C2=C(C(=C(C(=C2C(=C1F)F)F)F)F)F)F.C(CCC)[NH+](CCCC)CCCC